2-cyclopropyl-5-ethoxy-4-methylbenzene C1(CC1)C1=CC=C(C(=C1)C)OCC